4-[(2R,5S)-5-(4-chlorophenyl)-4-[2-[[(E)-3-[4-(trifluoromethyl)phenyl]prop-2-enoyl]amino]acetyl]-2-methylpiperazin-1-yl]butanoic acid ClC1=CC=C(C=C1)[C@@H]1N(C[C@H](N(C1)CCCC(=O)O)C)C(CNC(\C=C\C1=CC=C(C=C1)C(F)(F)F)=O)=O